CN1C(CCC1)=O 1-methyl-2-oxo-pyrrolidine